BrC1=NC(=NN1COCC[Si](C)(C)C)C#CC 2-[(5-Bromo-3-prop-1-ynyl-1,2,4-triazol-1-yl)methoxy]ethyltrimethylsilane